FC1=C(C=CC(=C1)OC1=CC(=NC=C1)NC1CCOCC1)NC=1C2=C(N=CN1)NC=C2C2CCN(CC2)C(C=C)=O 1-(4-(4-((2-fluoro-4-((2-((tetrahydro-2H-pyran-4-yl)amino)pyridin-4-yl)oxy)phenyl)amino)-7H-pyrrolo[2,3-d]pyrimidin-5-yl)piperidin-1-yl)prop-2-en-1-one